(3R)-4-(7-(2-fluoropyridin-3-yl)-3-(1-(tetrahydro-2H-pyran-2-yl)-1H-pyrazol-5-yl)pyrazolo[1,5-a]pyrimidin-5-yl)-3-methylmorpholine FC1=NC=CC=C1C1=CC(=NC=2N1N=CC2C2=CC=NN2C2OCCCC2)N2[C@@H](COCC2)C